C(#N)C1=NN(C=C1)C=1C=C(C(=O)O)C=CC1 3-(3-cyano-1H-pyrazol-1-yl)benzoic acid